C(CCCC)OCOCCCC(CC(CC(CC(CC(CC(C)O)C)C)C)C)C 14-hydroxy-4,6,8,10,12-pentamethylpentadecyl pentyloxymethyl ether